N-(1-(3-(4,5-dihydrooxazol-2-yl)phenyl)ethyl)-2-ethoxy-5-isobutyrylaminobenzamide O1C(=NCC1)C=1C=C(C=CC1)C(C)NC(C1=C(C=CC(=C1)NC(C(C)C)=O)OCC)=O